4-{5-[(R)-(1,3-dimethyl-azetidin-3-yl)-hydroxy-(4-isopropyl-phenyl)-methyl]-pyridin-3-yl}-cyclohexanol CN1CC(C1)(C)[C@@](C=1C=C(C=NC1)C1CCC(CC1)O)(C1=CC=C(C=C1)C(C)C)O